2-amino-6-mercapto-4-(4-(3-methoxyazetidin-1-yl)-phenyl)pyridine-3,5-dicarbonitrile NC1=NC(=C(C(=C1C#N)C1=CC=C(C=C1)N1CC(C1)OC)C#N)S